FC=1C=C2C3=C(C(=C(OC3=C(C(=C2C)C2=CC=CC=C2)C=2NCCCN2)C2=CC=CC=C2)C)C1 2-(5-fluoro-3,7-dimethyl-2,8-diphenylbenzo[de]chromen-9-yl)-1,4,5,6-tetrahydropyrimidine